CC=1C(=NC(=NC1)SC)C1=CN=C(S1)N(C(OC(C)(C)C)=O)COCC[Si](C)(C)C tert-butyl N-{5-[5-methyl-2-(methylsulfanyl)pyrimidin-4-yl]-1,3-thiazol-2-yl}-N-{[2-(trimethylsilyl)ethoxy]methyl}carbamate